The molecule is a cembrane diterpenoid with cytotoxic activity isolated from the soft coral Lobophytum michaelae. It has a role as an antineoplastic agent and a coral metabolite. It is a cembrane diterpenoid, a gamma-lactone, an acetate ester, an epoxide, a secondary alcohol and a macrocycle. C/C/1=C\\C[C@@H](/C(=C/C[C@H]([C@]2([C@@H](O2)[C@@H]3[C@@H]([C@@H](C1)OC(=O)C)C(=C)C(=O)O3)C)OC(=O)C)/C)O